BrC1=C(CCC2=NC=3N(C(N(C(C3N2CC2CCCC2)=O)CC#C)=O)CCCCP(OCC)(OCC)=O)C=CC=C1 Diethyl (4-(8-(2-bromophenethyl)-7-(cyclopentylmethyl)-2,6-dioxo-1-(prop-2-yn-1-yl)-1,2,6,7-tetrahydro-3H-purin-3-yl)butyl)phosphonate